(Z)-4-bromo-N'-hydroxy-3-methoxybenzamidine BrC1=C(C=C(/C(=N/O)/N)C=C1)OC